N-methyl-1-(4-(tributylsilyl)phenyl)-N-((4-(tributylsilyl)phenyl)(2-(trifluoromethyl)phenyl)phosphaneyl)-1-(2-(trifluoromethyl)phenyl)phosphanamine CN(P(C1=C(C=CC=C1)C(F)(F)F)C1=CC=C(C=C1)[Si](CCCC)(CCCC)CCCC)P(C1=C(C=CC=C1)C(F)(F)F)C1=CC=C(C=C1)[Si](CCCC)(CCCC)CCCC